C1=CC=C(C=2C3=CC=CC=C3NC12)OC1=C(C(=O)NS(=O)(=O)C2=CC(=C(C=C2)NCCCN2CCCC2)[N+](=O)[O-])C=CC(=C1)N1CCN(CC1)CC1=C(CC(CC1)(C)C)C1=CC=C(C=C1)Cl 2-(9H-carbazol-4-yloxy)-4-(4-{[2-(4-chlorophenyl)-4,4-dimethylcyclohex-1-en-1-yl]methyl}piperazin-1-yl)-N-({3-nitro-4-[(3-pyrrolidin-1-ylpropyl)amino]phenyl}sulfonyl)benzamide